(S)-2-cyano-3,9,10-trimethoxy-6,8,13,13a-tetrahydro-5H-dibenzo[a,g]quinolizine C(#N)C=1C(=CC2=C([C@@H]3CC4=C(CN3CC2)C(=C(C=C4)OC)OC)C1)OC